BrC=1C=C2C(=NN(C2=CC1)CC1=CC=C(C=C1)C(F)(F)F)OC 5-Bromo-3-methoxy-1-(4-(trifluoromethyl)benzyl)-1H-indazole